NC1=CC=C(C=N1)[C@@H]1OC[C@@H](N(C1)CCN1N=NC(=C1)CNC(=O)C=1NC2=CC=CC=C2C1)C N-((1-(2-((2S,5S)-2-(6-aminopyridin-3-yl)-5-methylmorpholino)ethyl)-1H-1,2,3-triazol-4-yl)methyl)-1H-indole-2-carboxamide